O-methyl 3-bromobenzenecarbothioate BrC=1C=C(C=CC1)C(OC)=S